5-Bromo-N-(3-chloro-5-((2-(diethylamino)ethyl)thio)phenyl)-2-methoxybenzenesulfonamide BrC=1C=CC(=C(C1)S(=O)(=O)NC1=CC(=CC(=C1)SCCN(CC)CC)Cl)OC